C(C(=C)C)(=O)OCCCCCCCCCCCCCCCC Hexadecyl methacrylat